Trans-4-(3,4-dihydroisoquinolin-2(1H)-yl)piperidin-3-ol tert-butyl-N-{1-[2-(dimethylamino)ethyl]pyrrolidin-3-yl}carbamate C(C)(C)(C)N(C(=O)O[C@@H]1CNCC[C@H]1N1CC2=CC=CC=C2CC1)C1CN(CC1)CCN(C)C